1-((1s,4s)-4-isopropylcyclohexyl)-3-oxo-2,3-dihydro-1H-spiro[isoquinoline-4,4-piperidine]-7-carbonitrile C(C)(C)C1CCC(CC1)C1NC(C2(CCNCC2)C2=CC=C(C=C12)C#N)=O